COC(=O)C=1SC(=C(C1)NC[C@H]1OCC1)N 5-amino-4-[[(2S)-oxetan-2-yl]methylamino]thiophene-2-carboxylic acid methyl ester